7-nitro-1,2,4,5-tetrahydro-3H-1,5-methanobenzo[d]azepin-3-carboxylic acid tert-butyl ester C(C)(C)(C)OC(=O)N1CC2C3=C(C(C1)C2)C=C(C=C3)[N+](=O)[O-]